3-chloro-2-Fluoroaniline ClC=1C(=C(N)C=CC1)F